C(C1=CC(=CC=C1)OC)=O m-anisaldehyde